4-(isopropylamino)-2-((8-(1-methyl-1H-pyrazol-5-yl)-2,3-dihydrobenzo[b][1,4]dioxin-5-yl)amino)-7H-pyrrolo[2,3-d]pyrimidine-5-carbonitrile C(C)(C)NC=1C2=C(N=C(N1)NC1=CC=C(C=3OCCOC31)C3=CC=NN3C)NC=C2C#N